ethyl-(n-propyl)phosphinic acid C(C)P(O)(=O)CCC